C(CCCCCCCCCCCCCC)[SiH](O[SiH2]O[SiH2]O[SiH2]O[SiH2]O[SiH2]O[SiH3])C pentadecylmethylheptasiloxane